Ethyl 6-[3-methyl-4-(trifluoromethyl)phenyl]-4-oxo-4,5-dihydropyrazolo[1,5-a]pyrazine-2-carboxylate CC=1C=C(C=CC1C(F)(F)F)C=1NC(C=2N(C1)N=C(C2)C(=O)OCC)=O